ClC1=NC(=NC(=N1)C1=NC(=CC=C1)C(F)(F)F)NC1=NC(=CC=C1)Cl 4-chloro-6-(6-(trifluoromethyl)pyridin-2-yl)-N-(6-chloropyridin-2-yl)-1,3,5-triazin-2-amine